4-[(3aR,9bR)-9b-(4-fluorobenzenesulfonyl)-7-[(2-fluoropyridin-3-yl)oxy]-1H,2H,3H,3aH,4H,5H,9bH-benzo[e]indole-3-carbonyl]-1λ6-thiane-1,1-dione FC1=CC=C(C=C1)S(=O)(=O)[C@]12CCN([C@@H]2CCC2=C1C=CC(=C2)OC=2C(=NC=CC2)F)C(=O)C2CCS(CC2)(=O)=O